tris(mesitoyl)tin C1(=C(C(=CC(=C1)C)C)C(=O)[Sn](C(=O)C1=C(C=C(C=C1C)C)C)C(=O)C1=C(C=C(C=C1C)C)C)C